1-(3-((4-(3-((4-((3-chloro-4-fluorophenyl)amino)-7-methoxyquinazolin-6-yl)oxy)propyl)piperazin-1-yl)methyl)phenyl)dihydropyrimidine-2,4(1H,3H)-dione ClC=1C=C(C=CC1F)NC1=NC=NC2=CC(=C(C=C12)OCCCN1CCN(CC1)CC=1C=C(C=CC1)N1C(NC(CC1)=O)=O)OC